(Z)-9-(Cyclopropylmethyl)-2-(6-(2-fluoro-2-(6-(pyridazin-4-yl)pyrazin-2-yl)vinyl)-3-(2-fluorophenoxy)-2-(trifluoromethyl)phenyl)-2,9-diazaspiro[5.5]undecane C1(CC1)CN1CCC2(CCCN(C2)C2=C(C(=CC=C2\C=C(\C2=NC(=CN=C2)C2=CN=NC=C2)/F)OC2=C(C=CC=C2)F)C(F)(F)F)CC1